Cl.NC1=NC=CC(=N1)C1=C(N=C(S1)C(C)(C)C1CCNCC1)C=1C(=C(C=CC1)C(CC)S(=O)(=O)N)F {3-[5-(2-aminopyrimidin-4-yl)-2-[2-(piperidin-4-yl)propan-2-yl]-1,3-thiazol-4-yl]-2-fluorophenyl}propane-1-sulfonamide hydrochloride